OC1CCC(CC1)N1N=CC(=C1)C1=CC=2N(N=C1C)C(=CN2)C2=CC=NC1=CC(=CC=C21)C2C1N(CCN2)C(CC1)=O (4-(7-(1-((1R,4R)-4-hydroxycyclohexyl)-1H-pyrazol-4-yl)-6-methylimidazo[1,2-b]pyridazin-3-yl)quinolin-7-yl)hexahydropyrrolo[1,2-a]pyrazin-6(2H)-one